7-fluoro-4-(prop-1-en-2-yl)isoquinolin FC1=CC=C2C(=CN=CC2=C1)C(=C)C